6-(tert-butoxy)-3,4-dihydro-2H-naphthalen-1-one C(C)(C)(C)OC=1C=C2CCCC(C2=CC1)=O